5-isopropyl-9-methyl-1,2,3,3a-tetrahydropyrrolo[1'',2'':4',5']pyrazino[2',3':5,6]pyrido[2,3-d]pyrimidin-4(5H)-one C(C)(C)N1C(C2N(C=3C1=CC=1C(=NC(=NC1)C)N3)CCC2)=O